(4-(3-amino-4-(4-amino-2-fluoro-5-(methylsulfonyl) phenyl) isoxazolo[4,5-c]pyridin-7-yl)-1H-pyrazol-1-yl) methyl phosphate P(=O)(ON1N=CC(=C1)C=1C2=C(C(=NC1)C1=C(C=C(C(=C1)S(=O)(=O)C)N)F)C(=NO2)N)(OC)[O-]